FC=1C=2N(C=C(C1)N(C(=O)C1=CC=C(C3=CN(N=C13)C)N1CCN(CC1)C(=O)OC(C)(C)C)C)C=C(N2)C tert-butyl 4-[7-({8-fluoro-2-methylimidazo[1,2-a]pyridin-6-yl}(methyl)carbamoyl)-2-methylindazol-4-yl]piperazine-1-carboxylate